[4-(difluoromethyl)-2-(1-hydroxy-1-methyl-ethyl)oxazol-5-yl]methanone FC(C=1N=C(OC1C=O)C(C)(C)O)F